Manganese(II) sulfate dihydrate O.O.S(=O)(=O)([O-])[O-].[Mn+2]